2-hydrazinyl-4-(3-(trifluoromethyl)benzyl)pyridine N(N)C1=NC=CC(=C1)CC1=CC(=CC=C1)C(F)(F)F